C(C)(C)(C)OC(=O)N1CCC2=C(CC1)C=C(C=C2)C#N 7-Cyano-4,5-dihydro-1H-benzo[d]azepin-3(2H)-carboxylic acid tert-butyl ester